FC=1C=C(C=C(C1F)OCOC)N1N=CC2=CC(=CC=C12)C1(CCN(CC1)C(=O)OC(C)(C)C)C tert-butyl 4-(1-(3,4-difluoro-5-(methoxymethoxy)phenyl)-1H-indazol-5-yl)-4-methylpiperidine-1-carboxylate